2-amino-N-{(1S,2S)-2-[(4-bromophenyl)methoxy]cyclopentyl}-5-(prop-1-en-2-yl)pyridine-3-carboxamide NC1=NC=C(C=C1C(=O)N[C@@H]1[C@H](CCC1)OCC1=CC=C(C=C1)Br)C(=C)C